N1=NC(=NC2=C1C=1C=CC=CC1C=1C=CC=CC12)N1CCOCC1 4-phenanthro[9,10-e][1,2,4]triazin-3-ylmorpholine